C1(CC1)S(=O)(=O)C1(CC1)CN1C(C2=C(C=C1)C(=NN2C)C(=O)OCC)=O ethyl 6-((1-(cyclopropylsulfonyl) cyclopropyl) methyl)-1-methyl-7-oxo-6,7-dihydro-1H-pyrazolo[3,4-c]pyridine-3-carboxylate